O1C=2N(CC1)N=CC2C(=O)N2CC1(C2)CC(C1)NC(=O)NC1=CC(=CC=C1)C(F)(F)F 1-(2-(2,3-dihydropyrazolo[5,1-b]oxazole-7-carbonyl)-2-azaspiro[3.3]heptan-6-yl)-3-(3-(trifluoromethyl)phenyl)urea